OC(C(=O)O)CC(C)C alpha-hydroxy-isocaproic acid